NC1=NC=2C=CC(=CC2C2=C1C=NN2C)C(=O)N(N(C(=O)OCC(F)F)C)CC2=NC=C(C=C2)C(F)(F)F 2,2-difluoroethyl 2-(4-amino-1-methyl-1H-pyrazolo[4,3-c]quinoline-8-carbonyl)-1-methyl-2-((5-(trifluoromethyl)pyridin-2-yl)methyl)hydrazine-1-carboxylate